[(2S)-1-[5-[5-[(1R)-1-(3,5-dichloro-2-methyl-4-pyridyl)ethoxy]-1H-indazol-3-yl]-2-pyridyl]pyrrolidin-2-yl]methanol ClC=1C(=NC=C(C1[C@@H](C)OC=1C=C2C(=NNC2=CC1)C=1C=CC(=NC1)N1[C@@H](CCC1)CO)Cl)C